C(C)(=O)ON=C(C)C=1C=CC=2N(C3=CC=C(C=C3C2C1)C(=O)C=1NC=CC1)CC 1-[9-ethyl-6-(pyrrol-2-ylcarbonyl)-9H-carbazol-3-yl]ethanone-1-O-acetyl oxime